O1C(=CC=C1)C1=NN2C(N=C(N=C2N)NCCC2=CC=C(C=C2)NCC2=NC=CC=C2)=N1 2-(furan-2-yl)-N5-(4-((pyridin-2-ylmethyl)amino)phenethyl)-[1,2,4]triazolo[1,5-a][1,3,5]triazine-5,7-diamine